N-((CIS)-1-(2-methylthiazol-5-yl)-2-((((CIS)-4-phenylcyclohexyl)oxy)-methyl)pyrrolidin-3-yl)methanesulfonamide CC=1SC(=CN1)N1[C@H]([C@H](CC1)NS(=O)(=O)C)CO[C@@H]1CC[C@@H](CC1)C1=CC=CC=C1